(S)-pyridin-4-ylmethyl ((2-(2-methoxy-7-methylquinoxalin-5-yl)-7,8-dihydrobenzofuro[5,4-d]thiazol-7-yl)methyl)carbamate COC1=NC2=CC(=CC(=C2N=C1)C=1SC2=C(N1)C=CC1=C2C[C@H](O1)CNC(OCC1=CC=NC=C1)=O)C